(E)-N-(4-(1-(4-(1-(9-(2-(2,6-dioxopiperidin-3-yl)-1-oxoisoindoline-4-yl)non-8-yn-1-yl)piperidin-4-yl)benzoyl)piperidin-4-yl)butyl)-3-(pyridin-3-yl)acrylamide O=C1NC(CCC1N1C(C2=CC=CC(=C2C1)C#CCCCCCCCN1CCC(CC1)C1=CC=C(C(=O)N2CCC(CC2)CCCCNC(\C=C\C=2C=NC=CC2)=O)C=C1)=O)=O